C(CCCCCCCCCCCCCCCCC)OC=1C=C(C(=O)OCC(=O)OCC2CN(CC(O2)N2C(=O)NC(=O)C(C)=C2)P(=O)(N(C)C)OCC2CN(CC(O2)N2C3=NC=NC(=C3N=C2)NC(C2=CC=CC=C2)=O)C(C2=CC=CC=C2)(C2=CC=CC=C2)C2=CC=CC=C2)C=C(C1OCCCCCCCCCCCCCCCCCC)OCCCCCCCCCCCCCCCCCC (4-(((6-(N6-benzoyladenine-9-yl)-4-tritylmorpholin-2-yl)methoxy)(dimethylamino)phosphoryl)-6-(thymine-1-yl)morpholin-2-yl)methyl 2-((3,4,5-Tris(octadecyloxy)benzoyl)oxy)acetate